N-hexyl-N-octyl-7-oxoheptane-1-sulfonamide C(CCCCC)N(S(=O)(=O)CCCCCCC=O)CCCCCCCC